2-methylpropan-2-yl (1R,3s,5S)-3-[(6-bromo-1,2-diazin-3-yl) oxy]-1,5-dimethyl-8-azabicyclo[3.2.1]octane-8-carboxylate BrC1=CC=C(N=N1)OC1C[C@]2(CC[C@@](C1)(N2C(=O)OC(C)(C)C)C)C